2-[7-[[6-(trifluoromethyl)pyridazin-3-yl]methyl]-2,7-diazaspiro[3.4]octane-2-carbonyl]-2,5-diazaspiro[3.4]octan-6-one FC(C1=CC=C(N=N1)CN1CCC2(CN(C2)C(=O)N2CC3(C2)NC(CC3)=O)C1)(F)F